tert-Butyl (R)-2-(hydroxymethyl)piperazine-1-carboxylate OC[C@@H]1N(CCNC1)C(=O)OC(C)(C)C